(2R)-2-(6-(2-methyl-2H-pyrazolo[3,4-b]pyridin-5-yl)thieno[2,3-b]pyridin-2-yl)-2-butanol CN1N=C2N=CC(=CC2=C1)C1=CC=C2C(=N1)SC(=C2)[C@@](C)(CC)O